2-(methylamino)-5-((4-(4-(trifluoromethyl)piperidin-1-yl)phenyl)amino)benzonitrile CNC1=C(C#N)C=C(C=C1)NC1=CC=C(C=C1)N1CCC(CC1)C(F)(F)F